O[Si](C1=CC=C(C=C1)[Si](C)(C)O)(C)C 1,4-bis(hydroxyldimethylsilyl)benzene